C(C1=CC=CC=C1)OC1=C2C(=NC(=N1)CCCSCC(=O)OCC)N(N=C2)C2=C(C=C(C=C2)F)OC ethyl 2-[3-[4-benzyloxy-1-(4-fluoro-2-methoxy-phenyl)pyrazolo[3,4-d]pyrimidin-6-yl]propylsulfanyl]acetate